ClC1=CC(N(C(N1)=O)C1CCN(CC1)C(=O)OC(C)(C)C)=O 6-chloro-3-(N-Boc-4-piperidinyl)pyrimidine-2,4(1H,3H)-dione